Erbium perchlorate hydrate O.Cl(=O)(=O)(=O)[O-].[Er+3].Cl(=O)(=O)(=O)[O-].Cl(=O)(=O)(=O)[O-]